3-cyano-4-{4-[(7-ethyl-6-oxo-5H-1,5-naphthyridin-3-yl)methyl]piperazin-1-yl}-N-methylbenzamide C(#N)C=1C=C(C(=O)NC)C=CC1N1CCN(CC1)CC=1C=NC=2C=C(C(NC2C1)=O)CC